The molecule is an organic lithium salt. It has a role as a fluorochrome. It contains a lucifer yellow anion. It derives from a 4-amino-1,8-naphthalimide. [Li+].[Li+].C1=C(C=C2C3=C1C(=C(C=C3C(=O)N(C2=O)C(=O)NN)S(=O)(=O)[O-])N)S(=O)(=O)[O-]